N-[3-Fluoro-4-(6-methoxyquinolin-4-yl)oxyphenyl]-5-(4-fluorophenyl)-4-hydroxy-2-(methoxymethyl)-6-methylpyridine-3-carboxamide FC=1C=C(C=CC1OC1=CC=NC2=CC=C(C=C12)OC)NC(=O)C=1C(=NC(=C(C1O)C1=CC=C(C=C1)F)C)COC